4-(3-((1H-pyrazol-1-yl)methyl)benzyl)-2-chloroquinoline-3,4-diamine N1(N=CC=C1)CC=1C=C(CC2(C(C(=NC3=CC=CC=C23)Cl)N)N)C=CC1